(3S)-5,6-dichloro-1-[(3S,5S)-5-(hydroxymethyl)pyrrolidine-3-carbonyl]-1H-spiro[indole-3,3-pyrrolidin]-2-one ClC=1C=C2C(=CC1Cl)N(C([C@]21CNCC1)=O)C(=O)[C@@H]1CN[C@@H](C1)CO